FC(C1=NN=C(O1)C1=CC(=C(C=C1)[C@@H](C)N1N=NC(=C1)C1=CC2=C(N=C(S2)N)C=C1)F)F 6-[1-[(1R)-1-[4-[5-(difluoromethyl)-1,3,4-oxadiazol-2-yl]-2-fluorophenyl]ethyl]triazol-4-yl]-1,3-benzothiazol-2-amine